Bis[6-(2-hydroxyethylthio)naphthalen-2-yl]diphenylsilane OCCSC=1C=C2C=CC(=CC2=CC1)[Si](C1=CC=CC=C1)(C1=CC=CC=C1)C1=CC2=CC=C(C=C2C=C1)SCCO